[Si](C)(C)(C(C)(C)C)O[C@H]1[C@@H](C1)N1C(C2=CC=CC=C2C1=O)=O 2-[(1R,2R)-2-[tert-butyl(dimethyl)silyl]oxycyclopropyl]isoindoline-1,3-dione